Potassium lauroyl sarcosinate N(C)CC(=O)OC(CCCCCCCCCCC)=O.[K]